{1-{1-[5-Fluoro-2-(trifluoromethyl)isonicotinoyl]piperidin-4-yl}-3-[4-(7H-pyrrolo[2,3-d]pyrimidin-4-yl)-1H-pyrazol-1-yl]azetidin-3-yl}acetonitrile FC1=CN=C(C=C1C(=O)N1CCC(CC1)N1CC(C1)(N1N=CC(=C1)C=1C2=C(N=CN1)NC=C2)CC#N)C(F)(F)F